C(CCC)SC1=C(C=C(C(=C1)OC)C=C(C)[N+](=O)[O-])OC butyl-(2,5-dimethoxy-4-(2-nitroprop-1-en-1-yl)phenyl)sulfane